COCCN1CC2=C(CC1)N(C(=N2)C(=O)N)C 5-(2-methoxyethyl)-1-methyl-4,5,6,7-tetrahydro-1H-imidazo[4,5-c]pyridine-2-carboxamide